N(=[N+]=[N-])C1=CC(=C(C(=O)OCC(C(C(C(COC(C2=C(C=C(C=C2)N=[N+]=[N-])F)=O)OC(C2=C(C=C(C=C2)N=[N+]=[N-])F)=O)OC(C2=C(C=C(C=C2)N=[N+]=[N-])F)=O)OC(C2=C(C=C(C=C2)N=[N+]=[N-])F)=O)OC(C2=C(C=C(C=C2)N=[N+]=[N-])F)=O)C=C1)F hexane-1,2,3,4,5,6-hexayl hexakis(4-azido-2-fluorobenzoate)